BrC=1C=NN(C1)[C@H]1CN(CCC1)C(=O)OC(C)(C)C tert-butyl (R)-3-(4-bromo-1H-pyrazol-1-yl)piperidine-1-carboxylate